C(C1=CC=CC=C1)OC(CCC(C(N)=O)N1C(C2=CC=CC(=C2C1)O[Si](C)(C)C(C)(C)C)=O)=O 4-[4-(tert-Butyl-dimethyl-silanyloxy)-1-oxo-1,3-dihydro-isoindol-2-yl]-4-carbamoyl-butyric Acid Benzyl Ester